3-((5-(1-((2S,6R)-2,6-dimethylmorpholinyl)-3-methylimidazo[1,5-a]quinoxalin-8-yl)pyridin-2-yl)oxy)-N-ethyl-N-methylpropan-1-amine C[C@H]1CN(C[C@H](O1)C)C1=NC(=C2N1C1=CC(=CC=C1N=C2)C=2C=CC(=NC2)OCCCN(C)CC)C